FC(C1=NN=C(S1)C1=CN=C2N1C=C(C=C2N2C[C@H](OC[C@@H]2CC)CO)S(=O)(=O)NC2(CC2)C)F |o1:18,21| rel-3-(5-(difluoromethyl)-1,3,4-thiadiazol-2-yl)-8-((2S,5S)-5-ethyl-2-(hydroxymethyl)morpholino)-N-(1-methylcyclopropyl)imidazo[1,2-a]pyridine-6-sulfonamide